ClC1=CC2=C(N=C(N=C2N2[C@H](CN(CC2)C(=O)OC(C)(C)C)C)OC[C@H]2N(CCC2)C)N=C1C1=C(C=CC=C1O)F tert-butyl (3S)-4-(6-chloro-7-(2-fluoro-6-hydroxyphenyl)-2-(((S)-1-methyl pyrrolidin-2-yl) methoxy) pyrido[2,3-d]pyrimidin-4-yl)-3-methylpiperazine-1-carboxylate